N1C=NC2=C1C=CC(=C2)N2C(C1=CC=CC=C1[C@@H]2C2=CC=C(C=C2)Cl)=O (S)-2-(1H-benzo[d]imidazol-5-yl)-3-(4-chlorophenyl)isoindolin-1-one